4-amino-3-(benzyloxy)-N,N-dimethylbenzamide NC1=C(C=C(C(=O)N(C)C)C=C1)OCC1=CC=CC=C1